P(=O)(O)(O)O.[C@@H]1([C@H](O)[C@H](O)[C@@H](CO)O1)N1C=NC=2C(O)=NC=NC12 inosine monophosphate salt